Tert-butyl (8aR)-5-bromo-8a,9,11,12-tetrahydropyrazino[2',1':3,4][1,4]oxazepino-[5,6,7-de]quinazoline-10(8H)-carboxylate BrC=1C=C2C3=C(N=CN=C3C1)N1[C@@H](CO2)CN(CC1)C(=O)OC(C)(C)C